(E)-N'-(3,5-dimethoxybenzylidene)-5-ethoxy-6-(4-ethoxyphenyl)pyrazine-2-carbohydrazide COC=1C=C(\C=N\NC(=O)C2=NC(=C(N=C2)OCC)C2=CC=C(C=C2)OCC)C=C(C1)OC